Zirconium oxid tert-butyl-(6-(6-(bis(tert-butoxycarbonyl)amino)pyrazin-2-yl)imidazo[1,2-a]pyrazin-8-yl)(4-(4-(oxetan-3-ylmethyl)piperazin-1-yl)phenyl)carbamate C(C)(C)(C)OC(N(C1=CC=C(C=C1)N1CCN(CC1)CC1COC1)C=1C=2N(C=C(N1)C1=NC(=CN=C1)N(C(=O)OC(C)(C)C)C(=O)OC(C)(C)C)C=CN2)=O.[O-2].[Zr+4].[O-2]